SC1=CC=C(C=C1)C1=CNC(=C1C)C1=CC=CC=C1 3-(4-Mercaptophenyl)-4-methyl-5-phenyl-1H-pyrrol